2-[(1-{4-[1-(4-Acryloylpiperazin-1-yl)-2-cyclopropylethyl]phenyl}cyclopropyl)amino]-8-(propan-2-yl)pyrido[2,3-d]pyrimidin-7(8H)-on C(C=C)(=O)N1CCN(CC1)C(CC1CC1)C1=CC=C(C=C1)C1(CC1)NC=1N=CC2=C(N1)N(C(C=C2)=O)C(C)C